COC1=NC=2CCN(CC2C=C1NC=1N=CC2=C(N1)C(=NC=C2)C2=C(C=CC=C2)OC)C N-(2-methoxy-6-methyl-5,6,7,8-tetrahydro-1,6-naphthyridin-3-yl)-8-(2-methoxyphenyl)pyrido[3,4-d]pyrimidin-2-amine